di(para-triethylsilylphenyl)methylene(2,7-di-tert-butylfluorenyl)(cyclopentadienyl)hafnium C(C)[Si](C1=CC=C(C=C1)C(=[Hf](C1C=CC=C1)C1=C(C=CC=2C3=CC=C(C=C3CC12)C(C)(C)C)C(C)(C)C)C1=CC=C(C=C1)[Si](CC)(CC)CC)(CC)CC